Cl.ClC1=C(C=CC(=C1)F)C=1CCCC2=C(C1C1=CC=C(C=C1)CC1CN(CC1)CCC(F)F)C=CC(=C2)C(=O)O 8-(2-chloro-4-fluorophenyl)-9-(4-((1-(3,3-difluoropropyl)pyrrolidin-3-yl)methyl)phenyl)-6,7-dihydro-5H-benzo[7]annulene-3-carboxylic acid hydrochloride